2-(morpholin-2-yl)propan-2-ol N1CC(OCC1)C(C)(C)O